FC1=C(C(=CC=C1)C(F)(F)F)NC(=O)NC(CC(C)(OCC)OCC)=O N-((2-fluoro-6-trifluoromethylphenyl)carbamoyl)-3,3-diethoxybutyramide